(R)-2-((4-(3-nonyl-3H-diazirin-3-yl)butanoyl)oxy)-3-(tetradecanoyloxy)propyl (2-(trimethylammonio) ethyl) phosphate P(=O)(OC[C@@H](COC(CCCCCCCCCCCCC)=O)OC(CCCC1(N=N1)CCCCCCCCC)=O)(OCC[N+](C)(C)C)[O-]